rac-2-[(1R,2S)-2-aminocyclohexyl]-5-chloro-N-(thiophen-2-ylmethyl)furo[3,2-b]pyridin-7-amine N[C@@H]1[C@@H](CCCC1)C1=CC2=NC(=CC(=C2O1)NCC=1SC=CC1)Cl |r|